1-[4-(4-chloro-1H-pyrazol-1-yl)-2-fluorophenyl]-5-methoxy-3-(1-phenyl-1H-pyrazol-5-yl)pyridazin-4(1H)-one ClC=1C=NN(C1)C1=CC(=C(C=C1)N1N=C(C(C(=C1)OC)=O)C1=CC=NN1C1=CC=CC=C1)F